OC[C@@H]1N[C@H](C2=CC=CC(=C2C1)/C=C/C(C)(O)C)C (E)-4-((1s,3r)-3-(hydroxymethyl)-1-methyl-1,2,3,4-tetrahydroisoquinolin-5-yl)-2-methylbutan-3-en-2-ol